1-(5-((4-(isoquinolin-5-yl)piperidin-1-yl)methyl)-1-oxoisoindolin-2-yl)dihydropyrimidine-2,4(1H,3H)-dione C1=NC=CC2=C(C=CC=C12)C1CCN(CC1)CC=1C=C2CN(C(C2=CC1)=O)N1C(NC(CC1)=O)=O